1-(2-aminophenyl)-3-(3-chlorophenyl)prop-2-yn-1-one NC1=C(C=CC=C1)C(C#CC1=CC(=CC=C1)Cl)=O